N-ethyl-N-(4-fluorophenyl)-6-oxo-1-(prop-2-yn-1-yl)-1,6-dihydropyridine-2-carboxamide C(C)N(C(=O)C=1N(C(C=CC1)=O)CC#C)C1=CC=C(C=C1)F